N-methyl-N-(3-(((5-methyl-2-((1,2,3,4-tetrahydroisoquinolin-6-yl)amino)pyrimidin-4-yl)amino)methyl)pyrazin-2-yl)methanesulfonamide CN(S(=O)(=O)C)C1=NC=CN=C1CNC1=NC(=NC=C1C)NC=1C=C2CCNCC2=CC1